FC[C@@H]1[C@@H](N(C1)C(=O)C=1C(=NN2C1NC(=CC2=O)\C=C\CCCCCCC)C2=NC=CN=C2C)C 3-((2S,3S)-3-(fluoromethyl)-2-methylazetidine-1-carbonyl)-2-(3-methylpyrazin-2-yl)-5-((E)-non-1-en-1-yl)pyrazolo[1,5-a]pyrimidin-7(4H)-one